C(#N)N1CC2=C(C=C(C=C2C1)NC(=O)[C@H]1CN(CCC1)C)C1=CC(=CC=C1)C(NC)=O (R)-N-(2-cyano-7-(3-(methylcarbamoyl)phenyl)isoindolin-5-yl)-1-methylpiperidine-3-carboxamide